[N+](#[C-])C=1C=CC(=NC1)C=1C=C2C=C(C(N(C2=NC1)CCN1CCOCC1)=O)C(=O)NC1CC2(C1)CCC2 6-(5-isocyanopyridin-2-yl)-1-(2-morpholinylethyl)-2-oxo-N-(spiro[3.3]hept-2-yl)-1,2-dihydro-1,8-naphthyridine-3-carboxamide